C(=C)C1OC(OC1)=O 4-Vinyl-1,3-dioxolaneone